C[SiH](C)[Zr](C1C=CC=2CCCCC12)C1C=CC=2CCCCC12 dimethylsilyl-bis(4,5,6,7-tetrahydroinden-1-yl)zirconium